tert-butyl 2-(5-bromo-2-chlorophenyl)-2-hydroxyacetate BrC=1C=CC(=C(C1)C(C(=O)OC(C)(C)C)O)Cl